3-(3-(difluoromethyl)phenyl)-5-(3-fluoro-1-(1-methylpiperidin-4-yl)-1H-pyrazol-4-yl)-1-tosyl-1H-pyrrolo[2,3-b]pyridine FC(C=1C=C(C=CC1)C1=CN(C2=NC=C(C=C21)C=2C(=NN(C2)C2CCN(CC2)C)F)S(=O)(=O)C2=CC=C(C)C=C2)F